S1CCC(=CC1)C1=CC2=C(N=CN=C2)N(C1=O)C 6-(3,6-dihydro-2H-thiopyran-4-yl)-8-methyl-pyrido[2,3-d]Pyrimidin-7-one